7-chloro-2-(2-cyclopropyl-4-methoxyphenyl)-8-hydroxy-3-(isoxazol-5-ylmethyl)benzo[4,5]thieno[2,3-d]pyrimidin-4(3H)-one ClC1=C(C2=C(C3=C(N=C(N(C3=O)CC3=CC=NO3)C3=C(C=C(C=C3)OC)C3CC3)S2)C=C1)O